COC(CNC(CNC(CC1=CC=CC2=C(C=CC=C12)C1=C(C=C2C=NN(C2=C1)C)F)=O)=O)=O.C(CCCCC)C(COCC1OC1)CCCCCCCC 2-(((2-hexyldecyl)oxy)methyl)oxirane methyl-2-(2-{2-[5-(5-fluoro-1-methylindazol-6-yl)naphthalen-1-yl]acetamido}acetamido)acetate